5-Fluoro-4H-chromen-4-one FC1=C2C(C=COC2=CC=C1)=O